N-pelargonoyl-serine C(CCCCCCCC)(=O)N[C@@H](CO)C(=O)O